O1COC2=C1C=CC=C2 benzo[d][1,3]dioxole